CC=1C=CC(=C(C1)O)C=1N=NC(=CC1C(F)(F)F)N[C@@H]1CN(CCC1)C (S)-5-methyl-2-(6-((1-methylpiperidin-3-yl)amino)-4-(trifluoromethyl)pyridazin-3-yl)phenol